(S)-4-Fluoro-N-(1-(3-hydroxyazetidin-1-yl)-3-methylbutan-2-yl)-N,3-dimethylbenzamide FC1=C(C=C(C(=O)N(C)[C@H](CN2CC(C2)O)C(C)C)C=C1)C